2-((2-methyl-1,2,3,4-tetrahydroisoquinolin-1-yl)methyl)isoindoline-1,3-dione CN1C(C2=CC=CC=C2CC1)CN1C(C2=CC=CC=C2C1=O)=O